1S-alpha-pinene CC1=CCC2CC1C2(C)C